COC=1C=CC2=C(NC(=N2)C2=C(C=3C(NC2=O)=CN(N3)C)N[C@H](CC)C3=NC=CC=N3)C1 |o1:22| (R*)-6-(6-Methoxy-1H-benzo[d]imidazol-2-yl)-2-methyl-7-((1-(pyrimidin-2-yl)propyl)-amino)-2H-pyrazolo[4,3-b]pyridin-5(4H)-one